FC1=C(C(=CC(=C1)C(NC)=O)F)C1=C(C2=NC=C(C=C2N1)C)C[C@H]1CN(CCO1)C(=O)OC methyl (S)-2-((2-(2,6-difluoro-4-(methylcarbamoyl)phenyl)-6-methyl-1H-pyrrolo[3,2-b]pyridin-3-yl)methyl)morpholine-4-carboxylate